(R)-3-hydroxymethylpyrrolidine OC[C@H]1CNCC1